ClC1=C(C=CC=C1C1=C(C(=CC=C1)B1OC(C(O1)(C)C)(C)C)Cl)C1=CC(=C(C=C1)C=O)OC(F)F 2',2''-dichloro-3-(difluoromethoxy)-3''-(4,4,5,5-tetramethyl-1,3,2-dioxaborolan-2-yl)-[1,1':3',1''-terphenyl]-4-carbaldehyde